R-2-hydroxy-2-phenylacetic acid O[C@@H](C(=O)O)C1=CC=CC=C1